S(=O)(=O)(ON1C2C=C(CN(C1=O)C2)N2C(SC=C2)=O)[O-].[Na+] sodium [7-oxo-3-(2-oxo-thiazol-3-yl)-1,6-diaza-bicyclo[3.2.1]oct-3-en-6-yl] sulfate